9-(2,4-dioxotetrahydropyrimidin-1(2H)-yl)-1,2,4,4a,5,6-hexahydro-3H-benzo[b]pyrazino[1,2-d][1,4]oxazepine-3-carboxylic acid tert-butyl ester C(C)(C)(C)OC(=O)N1CC2N(C3=C(OCC2)C=C(C=C3)N3C(NC(CC3)=O)=O)CC1